CC1(CC(CO1)OC1=NN(C=C1N)C([2H])([2H])[2H])C 3-((5,5-dimethyltetrahydrofuran-3-yl)oxy)-1-(methyl-d3)-1H-pyrazol-4-amine